O=C1NC(CCC1N1C(C2=CC=CC(=C2C1=O)NC[C@H]1CN(CCO1)C(=O)OC(C)(C)C)=O)=O tert-butyl (2S)-2-[[[2-(2,6-dioxo-3-piperidyl)-1,3-dioxo-isoindolin-4-yl]amino]methyl]morpholine-4-carboxylate